3-formyl-5-(trifluoromethoxy)indole-1-carboxylic acid tert-butyl ester C(C)(C)(C)OC(=O)N1C=C(C2=CC(=CC=C12)OC(F)(F)F)C=O